N-(cyclopropylmethyl)-4-fluoro-benzamide C1(CC1)CNC(C1=CC=C(C=C1)F)=O